BrC1=C(N(N=C1)C)C=1C=C(C=CC1OCC)NC(=O)NC1=CC=C(C=C1)Cl 1-[3-(4-Bromo-2-methyl-2H-pyrazol-3-yl)-4-ethoxy-phenyl]-3-(4-chloro-phenyl)-urea